CS(=O)(=O)C1=CC=C(C=C1)NCC1=CC=C(C=C1)C=1N(C=2C=CC=C(C2C1)NC1CCN(CC1)C1CCOCC1)CC(F)(F)F 2-(4-{[(4-methanesulfonylphenyl)amino]methyl}phenyl)-N-[1-(oxan-4-yl)piperidin-4-yl]-1-(2,2,2-trifluoroethyl)-1H-indol-4-amine